5-(Difluoromethyl)-4-(4,7-diazaspiro[2.5]octan-7-yl)pyridin-3-amine FC(C=1C(=C(C=NC1)N)N1CCNC2(CC2)C1)F